4-(5-(2-Fluoro-4-methoxy-5-propoxyphenyl)pyridin-3-yl)-1,2-oxaborolan-2-ol FC1=C(C=C(C(=C1)OC)OCCC)C=1C=C(C=NC1)C1CB(OC1)O